C1(=CC=CC=C1)[C@H](CN)N (1R)-1-phenylethane-1,2-diamine